1,1-dioxido-3,6-dihydro-2H-thiopyran-4-boronic acid pinacol ester O=S1(CCC(=CC1)B1OC(C)(C)C(C)(C)O1)=O